2-methylmaleic acid C/C(/C(=O)O)=C/C(=O)O